C1(CC1)S(=O)(=O)C=1C=C(OC[C@H](CN[C@H]2COC3(C2)CCN(CC3)S(=O)(=O)C3=C(C2=C(OCCN2C)N=C3)C)O)C=CC1 (S)-1-(3-(cyclopropylsulfonyl)phenoxy)-3-((R)-8-(1,8-dimethyl-2,3-dihydro-1H-pyrido[2,3-b][1,4]oxazin-7-ylsulfonyl)-1-oxa-8-azaspiro[4.5]decan-3-ylamino)propan-2-ol